5-fluoro-N-(3-fluoro-4-(4-methylpiperazin-1-yl)phenyl)-4-(1-isopropyl-1H-pyrazol-4-yl)pyrimidin-2-amine FC=1C(=NC(=NC1)NC1=CC(=C(C=C1)N1CCN(CC1)C)F)C=1C=NN(C1)C(C)C